1-(1,2,3,4-tetrahydroisoquinolin-5-yl)-5-(trifluoromethyl)-1H-pyrazole-4-carboxamide C1NCCC2=C(C=CC=C12)N1N=CC(=C1C(F)(F)F)C(=O)N